BrC1=CC=C(C=C1)P(=O)(C1=CC=C(C=C1)Br)F di(4-bromophenyl)phosphoryl fluoride